NC1=NC(=NC(=C1Cl)C=1N=NN(C1)CC=1C=C2N(N1)CC(C2)(F)F)C=2C(=C(C#N)C=CC2)C 3-(4-amino-5-chloro-6-(1-((5,5-difluoro-5,6-dihydro-4H-pyrrolo[1,2-b]pyrazol-2-yl)methyl)-1H-1,2,3-triazol-4-yl)pyrimidin-2-yl)-2-methylbenzonitrile